N-((cis)-3-(5-chloro-2-cyanophenyl)cyclobutyl)-1-((R)-1-(4-methoxy-6-((1R,5S)-2-oxo-3-azabicyclo[3.1.0]hexan-3-yl)pyridin-3-yl)ethyl)-1H-pyrazole-4-carboxamide ClC=1C=CC(=C(C1)[C@H]1C[C@H](C1)NC(=O)C=1C=NN(C1)[C@H](C)C=1C=NC(=CC1OC)N1C([C@@H]2C[C@@H]2C1)=O)C#N